1-(4-(2-(2,6-dimethylpyridin-4-yl)-3-isopropyl-1H-indol-5-yl)piperidin-1-yl)-2-((4-fluorobenzyl)(2-hydroxyethyl)amino)ethan-1-one CC1=NC(=CC(=C1)C=1NC2=CC=C(C=C2C1C(C)C)C1CCN(CC1)C(CN(CCO)CC1=CC=C(C=C1)F)=O)C